[Si](C)(C)(C(C)(C)C)OC[C@@H](C)NCC(=O)OCC (R)-ethyl 2-(1-(tert-butyldimethylsilyloxy)propan-2-ylamino)acetate